4-hydroxy-1-phenyl-3-(thiazol-2-yl)-7-(trifluoromethyl)-1,8-naphthyridin-2(1H)-one OC1=C(C(N(C2=NC(=CC=C12)C(F)(F)F)C1=CC=CC=C1)=O)C=1SC=CN1